C(CCCCC(=O)OC(CCCCC=C)CCCCC=C)(=O)OCC(COC(CCCN1CCCC1)=O)COC(CCCCC(OC(CCCCC=C)CCCCC=C)=O)=O 1-[2-({[6-Oxo-6-(trideca-1,12-dien-7-yloxy)hexanoyl]oxy}methyl)-3-{[4-(pyrrolidin-1-yl)butanoyl]oxy}propyl] 6-trideca-1,12-dien-7-yl hexanedioate